O=C1NC(CCC1NC(=O)C1=CC=CC=2NC(=NC21)C)=O N-(2,6-dioxopiperidin-3-yl)-2-methyl-1H-benzo[d]imidazole-4-carboxamide